C(#N)C1(COCC1)C1=C(C=C(C=C1)C(C(=O)OCC)C)F (±)-ethyl 2-[4-(3-cyanotetrahydrofuran-3-yl)-3-fluoro-phenyl]propanoate